NC=1C(=C(C=C2C=C(N=CC12)NC(OC1CN(C1)C(=O)[C@H]1[C@H](C1)F)=O)C=1C=NC=2CCCNC2C1C)F 1-(cis-2-fluorocyclopropane-1-carbonyl)azetidin-3-yl (8-amino-7-fluoro-6-(4-methyl-5,6,7,8-tetrahydro-1,5-naphthyridin-3-yl)isoquinolin-3-yl)carbamate